[N+](=O)([O-])C=1C(=NC(=CC1)C1=CC=CC=C1)NC1=CC=C(C=C1)[C@H](C)NC(OC(C)(C)C)=O tert-butyl (S)-(1-(4-((3-nitro-6-phenylpyridin-2-yl)amino)phenyl)ethyl)carbamate